3-Hydrazinyl-6-methyl-5H-[1,2,4]triazinol N(N)C1(NN=C(CN1)C)O